2-[3-methyl-5-(trifluoromethyl)phenyl]acetic acid CC=1C=C(C=C(C1)C(F)(F)F)CC(=O)O